7-fluoro-4-isopropyl-2-(o-tolyl)phthalazin-1(2H)-one FC1=CC=C2C(=NN(C(C2=C1)=O)C1=C(C=CC=C1)C)C(C)C